COCOC1=C(C=CC(=C1)C=1SC(=NN1)C)C1=CC=C(N=N1)N1C[C@@H](CC1)NC1COCC1 (3R)-1-{6-[2-(methoxymethoxy)-4-(5-methyl-1,3,4-thiadiazol-2-yl)phenyl]pyridazin-3-yl}-N-(oxolan-3-yl)pyrrolidin-3-amine